4-(4-cyanopiperidin-1-yl)-6-((4-(methylsulfonyl)phenyl)amino)-1,7-naphthyridine-3-carbonitrile C(#N)C1CCN(CC1)C1=C(C=NC2=CN=C(C=C12)NC1=CC=C(C=C1)S(=O)(=O)C)C#N